[Pd+].CS(=O)(=O)OC1=C(C=CC=C1)C1=C(C=CC=C1)N (2'-aminobiphenyl-2-yl) methanesulfonate palladium (1+)